2-((1-(4-cyano-2-(4-methoxypiperidin-1-yl)-6-methylquinolin-8-yl)ethyl)amino)benzoic acid C(#N)C1=CC(=NC2=C(C=C(C=C12)C)C(C)NC1=C(C(=O)O)C=CC=C1)N1CCC(CC1)OC